N-((3,3-difluorocyclobutyl)methyl)-4-(pyridin-4-ylethynyl)benzamide FC1(CC(C1)CNC(C1=CC=C(C=C1)C#CC1=CC=NC=C1)=O)F